3-cyclopropyl-N8-(2-methoxypyridin-3-yl)-N6-(pentan-3-yl)-[1,2,4]triazolo[4,3-b]pyridazine-6,8-diamine C1(CC1)C1=NN=C2N1N=C(C=C2NC=2C(=NC=CC2)OC)NC(CC)CC